N-[3-[4-(3-aminopyrazol-1-yl)phenyl]oxetan-3-yl]-2-methyl-propane-2-sulfinamide NC1=NN(C=C1)C1=CC=C(C=C1)C1(COC1)NS(=O)C(C)(C)C